1-(2-Hydroxy-3-(n-butoxy)-propan-1-yl)-3-(4-vinylbenzyl)-1H-imidazolium 4-vinylbenzensulfonat C(=C)C1=CC=C(C=C1)S(=O)(=O)[O-].OC(CN1C=[N+](C=C1)CC1=CC=C(C=C1)C=C)COCCCC